Copper (ii) Oxide [Cu]=O